P1NNCC1 3,2-diazaphospholane